OC1=C(C=CC=C1)C=1C=C2C(=NN1)NC[C@@H]1N2CCN(C1)C(=O)N1CCOC2(C1)CCNCC2 (S)-(2-(2-hydroxyphenyl)-6a,7,9,10-tetrahydro-5H-pyrazino[1',2':4,5]pyrazino[2,3-c]pyridazin-8(6H)-yl)(1-oxa-4,9-diazaspiro[5.5]undecan-4-yl)methanone